C(C)(C)(C)C1=CC=CC(=N1)C(CC[C@H]1CC(N(C1)C(=O)OC(C)(C)C)(C)C)NS(=O)C(C)(C)C tert-butyl (4S)-4-[3-(6-tert-butyl-2-pyridyl)-3-(tert-butylsulfinylamino)propyl]-2,2-dimethyl-pyrrolidine-1-carboxylate